iso-Pentylacrylat C(CC(C)C)OC(C=C)=O